trisodium 8-hydroxy-1,3,6-pyrenetrisulfonate OC=1C=C(C=2C=CC3=C(C=C(C=4C=CC1C2C43)S(=O)(=O)[O-])S(=O)(=O)[O-])S(=O)(=O)[O-].[Na+].[Na+].[Na+]